O1CCOC2=C1C=CC(=C2)C2CC(=NN2C(NC2=CC=CC=C2)=S)C2=CC=C(C=C2)[N+](=O)[O-] 5-(2,3-dihydrobenzo[1,4]dioxin-6-yl)-3-(4-nitrophenyl)-N-phenyl-4,5-dihydro-1h-pyrazole-1-thioamide